Cl.C(C)N(CC)CCCN([C@H](CC1=CC(=C(C(=C1)I)OC1=CC(=C(C(=C1)I)O)I)I)C(=O)O)C(C)=O diethylaminopropyl-N-acetyl-D-3,5,3',5'-tetraiodothyronine hydrochloride